[Fe].[Ni].[Ta].[W] tungsten tantalum nickel iron